Methyl (S,E)-4-((5-(6-(2,6-difluoro-3,5-dimethoxyphenyl)-4,5,6,7-tetrahydro-1H-indazol-3-yl)-1-methyl-1H-pyrazol-4-yl) amino)-4-oxobut-2-enoate FC1=C(C(=C(C=C1OC)OC)F)[C@H]1CCC=2C(=NNC2C1)C1=C(C=NN1C)NC(/C=C/C(=O)OC)=O